[Na].C1(CC1)N(C)CC=1C(=NN(C1)C)S(=O)(=O)NC(NC1=C(C=C(C=C1C(C)C)F)C(C)C)=O (cyclopropyl(methyl)amino)methyl-N-((4-fluoro-2,6-diisopropylphenyl)carbamoyl)-1-methyl-1H-pyrazole-3-sulfonamide, sodium salt